BrC=1C=CC2=C(C=C3N2CC(N(C3=O)C3CC3)O)N1 bromo-8-cyclopropyl-7-hydroxy-7,8-dihydropyrido-[2',3':4,5]pyrrolo[1,2-a]pyrazin-9(6H)-one